1-ethyl-4-(3-(trimethoxysilyl)propyl)piperazine C(C)N1CCN(CC1)CCC[Si](OC)(OC)OC